CC(C)O beta-propanol